[Co].[Cu].[Cu]=S copper sulfide copper cobalt